4-trifluoromethyl-benzoic acid ethyl ester C(C)OC(C1=CC=C(C=C1)C(F)(F)F)=O